1-(triethoxysilyl)naphthalene C(C)O[Si](C1=CC=CC2=CC=CC=C12)(OCC)OCC